O1CCN(CC1)CCC(=O)C1=CC=CC=C1 3-morpholino-1-phenylpropan-1-one